C(CCCCCCC\C=C/CCCCCCCC)(=O)O.C(CCCCCCC\C=C/CCCCCCCC)(=O)O.C(CCCCCCC\C=C/CCCCCCCC)(=O)O.O=C[C@H](O)[C@H](O)[C@H](O)CO ribose trioleate